5-methyl-4-(6-{[3-methyl-3-(trifluoromethyl)-1,3-dihydro-2-benzofuran-5-yl]oxy}pyridin-3-yl)-2,4-dihydro-3H-1,2,4-triazol-3-one CC=1N(C(NN1)=O)C=1C=NC(=CC1)OC1=CC2=C(COC2(C(F)(F)F)C)C=C1